FC1(C2(CCNCC12)C1=CC=CC=C1)F 7,7-Difluoro-6-phenyl-3-azabicyclo[4.1.0]heptane